(S)-4-benzyl-N-(7-(3,3-dimethylbut-1-yn-1-yl)-5-methyl-4-oxo-2,3,4,5-tetrahydrobenzo[b][1,4]oxazepin-3-yl)-1H-pyrazole-1-carboxamide C(C1=CC=CC=C1)C=1C=NN(C1)C(=O)N[C@@H]1C(N(C2=C(OC1)C=CC(=C2)C#CC(C)(C)C)C)=O